2-((4S)-6-(4-chlorophenyl)-8-methoxy-1-methyl-4H-benzo[f][1,2,4]triazolo[4,3-a][1,4]diazepin-4-yl)-N-phenethylacetamide ClC1=CC=C(C=C1)C1=N[C@H](C=2N(C3=C1C=C(C=C3)OC)C(=NN2)C)CC(=O)NCCC2=CC=CC=C2